Cl.Cl.Cl.ClC1=C(C=CC=C1)[C@]1([C@H](CCCC1)NCCCN1CCCC1)NC Cis-(1R,2S)-1-(2-chlorophenyl)-N1-methyl-N2-[3-(pyrrolidin-1-yl)propyl]-cyclohexane-1,2-diamine trihydrochloride